N1=C(C(=C(C=C1)CO)CO)C1=CC=CC=N1 2,6'-bipyridyl-dimethanol